FC(C[C@@H](C(=O)NC1=NC=CC(=C1)C1=C(C=2C(=NC=CN2)N1)C1=NC=CC=C1)C1=CC=C(C=C1)F)F (2R)-4,4-Difluoro-2-(4-fluorophenyl)-N-{4-[7-(pyridin-2-yl)-5H-pyrrolo[2,3-b]pyrazin-6-yl]pyridin-2-yl}butanamid